BrC=1C=C(C=CC1)NC=1SC(=CN1)C1=CC=C(C=C1)OC1=C2N=CN(C2=NC=N1)CC1CC1 N-(3-bromophenyl)-5-(4-((9-(cyclopropylmethyl)-9H-purin-6-yl)oxy)phenyl)thiazol-2-amine